Bis-(2,2,2-trifluoroethyl) ether FC(COCC(F)(F)F)(F)F